(S)-N-(1-cyclohexyl-2-((4-(1,2-dimethyl-6-oxo-1,6-dihydropyridin-3-yl)Phenyl)amino)-2-oxoethyl)-1-methyl-1H-pyrazole-5-carboxamide C1(CCCCC1)[C@@H](C(=O)NC1=CC=C(C=C1)C1=C(N(C(C=C1)=O)C)C)NC(=O)C1=CC=NN1C